N(=[N+]=[N-])CCCC=1C(=NC(NC1)=O)N 5-(3-azidopropyl)cytosine